1-Ethyl-4-fluoro-N-((2,4,5,6-tetrahydro-1H-cyclobuta[f]inden-3-yl)carbamoyl)-1H-pyrazole-3-sulfonamide C(C)N1N=C(C(=C1)F)S(=O)(=O)NC(NC1=C2C(=CC=3CCCC13)CC2)=O